C[N+]1(CCOCC1)[O-] N-methylmorpholine 4-oxide